C(C1=CC=CC=C1)N1N=C(N=C1)C(=O)NC1C(N(C=2N(CC1)N=C(C2)CC2CC2)C)=O 1-Benzyl-N-(2-(cyclopropylmethyl)-4-methyl-5-oxo-5,6,7,8-tetrahydro-4H-pyrazolo[1,5-a][1,3]diazepin-6-yl)-1H-1,2,4-triazol-3-carboxamid